O=C1N(CCC(N1)=O)C=1C=C(C(=O)NC2CCN(CC2)CC2CCNCC2)C=CC1OC 3-(2,4-Dioxohexahydropyrimidin-1-yl)-4-methoxy-N-[1-(4-piperidylmethyl)-4-piperidyl]benzamide